C[C@H]1CN2C=3C(=CSC3C(N1)=O)CCC2=O (S)-7-methyl-3,4,7,8-tetrahydro-5H-1-thia-5a,8-diazabenzo[cd]azulene-5,9(6H)-dione